5-Amino-N-(4-chloro-3-cyano-1H-indazol-7-yl)-1-methyl-pyrazol-4-sulfonamid NC1=C(C=NN1C)S(=O)(=O)NC=1C=CC(=C2C(=NNC12)C#N)Cl